1-ethyl-1-((R)-1-(3-(8-methoxyimidazo[1,2-a]pyrazin-6-yl)phenyl)ethyl)-3-((S)-1,1,1-trifluoro-4-methylpent-3-en-2-yl)urea C(C)N(C(=O)N[C@H](C(F)(F)F)C=C(C)C)[C@H](C)C1=CC(=CC=C1)C=1N=C(C=2N(C1)C=CN2)OC